6-(3-amino-6-(3-((dimethylamino)methyl)-4-morpholinophenyl)-5-fluoropyrazin-2-yl)-3,4-dihydroisoquinolin-1(2H)-one NC=1C(=NC(=C(N1)F)C1=CC(=C(C=C1)N1CCOCC1)CN(C)C)C=1C=C2CCNC(C2=CC1)=O